methyl 2-bromo-4-(4-((2-(4-chlorophenyl)-4,4-dimethylcyclohex-1-enyl)methyl)piperazin-1-yl)benzoate BrC1=C(C(=O)OC)C=CC(=C1)N1CCN(CC1)CC1=C(CC(CC1)(C)C)C1=CC=C(C=C1)Cl